(E)-1,1-bis(ethylsulfanyl)-2-(3,4-dimethoxyphenyl)-5-phenylpentan-1,4-dien-3-one C(C)SC(=C(C(\C=C\C1=CC=CC=C1)=O)C1=CC(=C(C=C1)OC)OC)SCC